N-[4-(2,4-dioxo-1,2,3,4-tetrahydronaphtho[1,2-b][1,4]diazepin-5-yl)phenyl]-2-naphthalenesulfonamide O=C1CC(N(C2=C(N1)C1=CC=CC=C1C=C2)C2=CC=C(C=C2)NS(=O)(=O)C2=CC1=CC=CC=C1C=C2)=O